2,5-dimethylpyridine-1-ium bromide [Br-].CC1=[NH+]C=C(C=C1)C